C(C1=CC=CC=C1)OC(=O)N[C@H](C(=O)O)CCN(CCCCC1=NC=2NCCCC2C=C1)CCOCC (S)-2-(((benzyloxy)carbonyl)amino)-4-((2-ethoxyethyl)(4-(5,6,7,8-tetrahydro-1,8-naphthyridin-2-yl)butyl)amino)butanoic acid